methyl 6-(benzyloxy)-4-methoxy-1H-indole-2-carboxylate C(C1=CC=CC=C1)OC1=CC(=C2C=C(NC2=C1)C(=O)OC)OC